1-(4-iodo-2,5-dimethoxyphenyl)-N,N-dimethylpropan-2-amine IC1=CC(=C(C=C1OC)CC(C)N(C)C)OC